C(#N)C1=CC=C(C=C1)C1N(CCC1)C(=O)OC(C)(C)C tert-butyl 2-(4-cyanophenyl)pyrrolidine-1-carboxylate